FC1=C(SC(=C1)C(C)(C)O)[S@@](=O)(N)=NC(NC1=C2CCCC2=CC=2CCCC12)=O (R)-3-fluoro-N'-((1,2,3,5,6,7-hexahydro-s-indacen-4-yl)carbamoyl)-5-(2-hydroxy-propan-2-yl)thiophene-2-sulfonimidamide